1,4-Bis(3-aminophenyl)benzene NC=1C=C(C=CC1)C1=CC=C(C=C1)C1=CC(=CC=C1)N